C12(CC3CC(CC(C1)C3)C2)NC2=CC=C(C=C2)C2N([C@H](CC3=CC(=CC=C23)OC)CCCC)C(=O)C=2N=C(SC2)C#C ((3S)-1-(4-(((3R,5R,7R)-adamantan-1-yl)amino)phenyl)-3-butyl-6-methoxy-3,4-dihydroisoquinolin-2(1H)-yl)(2-ethynylthiazol-4-yl)methanone